(S)-oxetan-3-yl(6-(4-(2-(trifluoromethoxy)phenyl)piperidin-1-yl)-2-azaspiro[3.4]octan-2-yl)methanone O1CC(C1)C(=O)N1CC2(C1)C[C@H](CC2)N2CCC(CC2)C2=C(C=CC=C2)OC(F)(F)F